NCCNCCCNCCC 1,4,8-Triazaundecane